3,4-dihydroisoquinolin trans-diethyl-maleate C(C)/C(=C(/C(=O)O)\CC)/C(=O)O.C1=NCCC2=CC=CC=C12